C(C)OC1=CC=2N(C=C1C(=O)NC=1N=NC(=CC1)N1C[C@@H](N([C@@H](C1)C)C)C)C=C(N2)C 7-ethoxy-2-methyl-N-(6-((3s,5r)-3,4,5-trimethylpiperazin-1-yl)pyridazin-3-yl)imidazo[1,2-a]pyridine-6-carboxamide